methyl 5-((tert-butoxycarbonyl) amino)-4-iodothiazole-2-carboxylate C(C)(C)(C)OC(=O)NC1=C(N=C(S1)C(=O)OC)I